9-(3-azido-propoxy)-7-piperidin-1-yl-phenoxazine-perchlorate Cl(=O)(=O)(=O)O.N(=[N+]=[N-])CCCOC=1C=C(C=C2OC=3C=CC=CC3NC12)N1CCCCC1